tert-Butyl N-[(3-oxocyclobutyl)carbamothioyl]carbamate O=C1CC(C1)NC(=S)NC(OC(C)(C)C)=O